ClC=1N=NC(=C2C1C=NC=C2)N[C@H]2C[C@@H](CC2)O (1R,3R)-3-((4-chloropyrido[3,4-d]pyridazin-1-yl)amino)cyclopentan-1-ol